O1CCC(CC1)CCO[Si](C(C)C)(C(C)C)C(C)C (S)-1-(tetrahydro-2H-pyran-4-yl)-2-((triisopropylsilyl)oxy)ethan